CC1CC2C3C4C=CC(C3C1C2C)C4C 9,11,12-trimethyl-tetracyclo[4.4.0.12,5.17,10]-3-dodecene